trimethyl-1,2-dihydroquinoline CC1=CC(NC2=CC=CC=C12)(C)C